ethyl 2-(4-bromo-3-fluorophenyl)-2-morpholinoacetate BrC1=C(C=C(C=C1)C(C(=O)OCC)N1CCOCC1)F